(S)-1-Benzyl-4-fluoro-N-(5-methyl-4-oxo-7-(8-oxa-2-azaspiro[4.5]decan-2-yl)-2,3,4,5-tetrahydrobenzo[b][1,4]oxazepin-3-yl)-1H-pyrazole-3-carboxamide C(C1=CC=CC=C1)N1N=C(C(=C1)F)C(=O)N[C@@H]1C(N(C2=C(OC1)C=CC(=C2)N2CC1(CC2)CCOCC1)C)=O